C\C(=C/CC)\C(CCCCC)O (E)-4-methyl-dec-3-en-5-ol